C(C)(C)(C)OC(=O)N1CCN(CC1)C=1C=CC2=C(NC(=N2)CC(=O)OCC)C1 4-(2-(2-ethoxy-2-oxoethyl)-1H-benzo[d]imidazol-6-yl)piperazine-1-carboxylic acid tert-butyl ester